6-(3-((benzyloxy)methyl)-4-ethyl-5-oxo-4,5-dihydro-1H-1,2,4-triazol-1-yl)-2-(2-chloro-6-fluorophenyl)-7-fluoro-4-isopropylisoquinolin-1(2H)-one C(C1=CC=CC=C1)OCC1=NN(C(N1CC)=O)C=1C=C2C(=CN(C(C2=CC1F)=O)C1=C(C=CC=C1F)Cl)C(C)C